OCCCCN1N=CC(=C1)CN(CCCCCC(=O)OC(CCCCCC)CCCCCCCC)CCCCCC(=O)OC(CCCCCC)CCCCCCCC di(pentadecan-7-yl) 6,6'-(((1-(4-hydroxybutyl)-1H-pyrazol-4-yl)methyl)azanediyl)dihexanoate